cis-Oxacyclohexadecen-2-one C=1/C(OCCCCCCCCCCCC\C1)=O